N-{2-[4-(2,2-dimethylpropionyl)piperazin-1-yl]phenyl}-2-methyl-1,3-benzothiazole-6-sulfonamide CC(C(=O)N1CCN(CC1)C1=C(C=CC=C1)NS(=O)(=O)C1=CC2=C(N=C(S2)C)C=C1)(C)C